Cl.N1=CC=C(C2=CC=CC=C12)N Quinolin-4-amine hydrochloride